13-(8-ethynyl-7-fluoro-3-hydroxy-1-naphthyl)-14-fluoro-16-methyl-10-oxa-2,12,16,18,20-pentazapentacyclo[9.7.1.14,7.02,8.015,19]icosa-1(18),11,13,15(19)-tetraen-17-one C(#C)C=1C(=CC=C2C=C(C=C(C12)C=1N=C2OCC3C4CCC(CN3C3=NC(N(C(C1F)=C32)C)=O)N4)O)F